1-(tert-butyl) 2-methyl 4-ethynyl-4-hydroxypyrrolidine-1,2-dicarboxylate C(#C)C1(CC(N(C1)C(=O)OC(C)(C)C)C(=O)OC)O